C(C)C(CC1=CC=2SC(=CC2S1)C1=C(C(=C(C2=NSN=C21)C2=CC1=C(S2)C=C(S1)CC(CCCC)CC)N)N)CCCC 4,7-bis-[5-(2-ethylhexyl)-thieno[3,2-b]thiophen-2-yl]-benzo[2,1,3]thiadiazole-5,6-diamine